P(=O)([O-])([O-])OP(=O)([O-])[O-].[NH4+].[NH4+].[NH4+].[NH4+] ammonium pyrophosphorate